COC1=C(C=C(C=C1)N(C1=NC(=NC2=CC=CC=C12)C)C)CC(=O)O 2-(2-methoxy-5-(methyl-(2-methylquinazolin-4-yl)amino)phenyl)ACETIC ACID